C(C)(C)(C)OC(=O)N1CCC(CC1)(F)CN1CCC(CC1)N1CCC(CC1)C1=CC2=C(N(C(N2C)=O)C2C(NC(CC2)=O)=O)C=C1 4-((4-(1-(2,6-Dioxopiperidin-3-yl)-3-methyl-2-oxo-2,3-dihydro-1H-benzo[d]imidazol-5-yl)-[1,4'-bipiperidin]-1'-yl)methyl)-4-fluoropiperidine-1-carboxylic acid tert-butyl ester